tert-butyl (R)-(2-amino-2-(4-methyl-1-oxo-1,3-dihydroisobenzofuran-5-yl)ethyl)carbamate N[C@@H](CNC(OC(C)(C)C)=O)C=1C(=C2COC(C2=CC1)=O)C